3-bromo-5-(2-chlorophenoxy)-1-(2,2-difluoroethyl)-1H-1,2,4-triazole BrC1=NN(C(=N1)OC1=C(C=CC=C1)Cl)CC(F)F